FC(C)(F)C1=NC(=CC(=N1)NC1=CC(=NC=C1C1=NN(C=C1)C)NC(C)=O)OCCOC N-(4-((2-(1,1-difluoroethyl)-6-(2-methoxyethoxy)pyrimidin-4-yl)amino)-5-(1-methyl-1H-pyrazol-3-yl)pyridin-2-yl)acetamide